C(C)(=O)C1=NN(C2=CC=C(C=C12)C=1C=NC(=NC1)OC1CS(C1)(=O)=O)CC(=O)N1[C@@H](C[C@H](C1)F)C(=O)NC1=NC(=CC=C1)Br (2S,4R)-1-(2-(3-acetyl-5-(2-((1,1-dioxidothietan-3-yl)oxy)pyrimidin-5-yl)-1H-indazol-1-yl)acetyl)-N-(6-bromopyridin-2-yl)-4-fluoropyrrolidine-2-carboxamide